(5S)-3-(3,5-difluorophenyl)-N-[rel-(3R,5R)-5-(trifluoromethylsulfonylcarbamoyl)tetrahydrofuran-3-yl]-5-vinyl-4H-isoxazole-5-carboxamid FC=1C=C(C=C(C1)F)C1=NO[C@](C1)(C(=O)N[C@H]1CO[C@H](C1)C(NS(=O)(=O)C(F)(F)F)=O)C=C |o1:16,19|